C(CCCCC)NC(CCCCCCCCCCCCCCC(=O)NCC(=O)O)=O (16-(hexylamino)-16-oxohexadecanoyl)glycine